ClC1=CC(=C2C=C(NC2=C1F)C(=O)N(C)C)B1OC(C(O1)(C)C)(C)C 6-Chloro-7-fluoro-N,N-dimethyl-4-(4,4,5,5-tetramethyl-1,3,2-dioxaborolan-2-yl)-1H-indole-2-carboxamide